N-(6-(ethylsulfanyl)-1-(4-fluorobenzyl)-4-methylindolin-5-yl)-3,3-dimethylbutyramide C(C)SC1=C(C(=C2CCN(C2=C1)CC1=CC=C(C=C1)F)C)NC(CC(C)(C)C)=O